N-(4-(bicyclo[3.1.1]heptan-3-yloxy)-3-hydroxy-5-methylphenyl)-2-(3,3-diethylazetidin-1-yl)-5-(2,2,2-trifluoroethyl)oxazole-4-carboxamide C12CC(CC(C1)C2)OC2=C(C=C(C=C2C)NC(=O)C=2N=C(OC2CC(F)(F)F)N2CC(C2)(CC)CC)O